Cl.COC([C@H](N)C1=C(C=CC=C1)Cl)=O |r| racemic-o-chlorophenylglycine methyl ester hydrochloride